2-(2-phenylquinolin-7-yl)-4,5,6,7-tetrahydropyrazolo[1,5-a]pyrimidine-3-carbonitrile C1(=CC=CC=C1)C1=NC2=CC(=CC=C2C=C1)C1=NN2C(NCCC2)=C1C#N